dithiobenzoic acid (4-cyano valerate) C(#N)C(CCC(=O)O)C.C(C1=CC=CC=C1)(=S)S